C(C1=CC=CC=C1)OC/C=C/C1=C(C=CC=C1)Cl (E)-1-(3-(benzyloxy)prop-1-enyl)2-chlorobenzene